C(C=C)(=O)C(O[Si](OC)(C)C)CCC acryloylpropylmethylmethyldimethoxysilane